5-methyl-2-(naphthalen-2-yl)piperidine tert-Butyl-N-[2-methyl-5-(2-naphthyl)-5-oxo-pentyl]carbamate C(C)(C)(C)OC(NCC(CCC(=O)C1=CC2=CC=CC=C2C=C1)C)=O.CC1CCC(NC1)C1=CC2=CC=CC=C2C=C1